4-(1-((2-((6-azaspiro[3.4]oct-6-yl)methyl)-1H-indol-6-yl)methyl)-1H-1,2,3-triazol-4-yl)-6-bromo-1H-indazole C1CCC12CN(CC2)CC=2NC1=CC(=CC=C1C2)CN2N=NC(=C2)C2=C1C=NNC1=CC(=C2)Br